3-(4-amino-phenyl)-azetidine-1-carboxylic acid tert-butyl ester C(C)(C)(C)OC(=O)N1CC(C1)C1=CC=C(C=C1)N